(2S,4R)-4-(2-((3-fluoro-[1,1'-biphenyl]-4-yl)amino)-2-oxoethyl)-1-(2-methylbenzofuro[3,2-d]pyrimidin-4-yl)pyrrolidine FC=1C=C(C=CC1NC(C[C@H]1CCN(C1)C=1C2=C(N=C(N1)C)C1=C(O2)C=CC=C1)=O)C1=CC=CC=C1